C(CCCCCCCCCCCCC)N1C(=C(C(C2=C(C=C(C=C12)OC(=O)C(C)(C)C)OC(=O)C(C)(C)C)=O)OC(=O)C(C)(C)C)C1=CC=CC=C1 N-tetradecyl-2-phenyl-3,5,7-tris-(tert-butylcarbonyloxy)-quinolin-4-one